C(#N)C1(CC1)C(=O)NC=1C=CC(=NC1)C=1N=NN(C1NC(O[C@H](C)C=1C(=NC=C(C1)F)F)=O)C (R)-1-(2,5-difluoropyridin-3-yl)ethyl (4-(5-(1-cyanocyclopropane-1-carboxamido)pyridin-2-yl)-1-methyl-1H-1,2,3-triazol-5-yl)carbamate